ClC1=NC(=CC(=C1)C(C)(C)NC(OCC1=CC=CC=C1)=O)N1CCC(CC1)(C)C benzyl (2-(2-chloro-6-(4,4-dimethylpiperidin-1-yl)pyridin-4-yl)propan-2-yl)carbamate